[K].NC=1C(=NNC1[N+](=O)[O-])[N+](=O)[O-] 4-amino-3,5-dinitropyrazole potassium